C1(CC1)C1=CC=C(C=C1)C=1C(=CC=CC1)C(=O)OC methyl 4'-cyclopropyl[1,1'-biphenyl]-2-carboxylate